4-fluoro-1H-pyrrolo[2,3-b]pyridine-2-carbonyl chloride FC1=C2C(=NC=C1)NC(=C2)C(=O)Cl